CC1=NC=CC(=C1)C1=NOC(=N1)[C@H](CC)NC(=O)C1=CC=NN1C1=CC=CC=C1 (S)-N-(1-(3-(2-methylpyridin-4-yl)-1,2,4-oxadiazol-5-yl)propyl)-1-phenyl-1H-pyrazole-5-carboxamide